N,N-dimethylaminopropylamine methyltriethoxysilanesulfonate COS(=O)(=O)[Si](OCC)(OCC)OCC.CNN(NC)CCC